2-amino-5-(diethylamino)phenol NC1=C(C=C(C=C1)N(CC)CC)O